3-(2-oxo-6-(4-((4-(6-(trifluoromethyl)-2-(4-(trifluoromethyl)-1H-imidazol-1-yl)pyrimidin-4-yl)piperazin-1-yl)methyl)benzyl)benzo[cd]indol-1(2H)-yl)piperidine-2,6-dione O=C1N(C2=CC=C(C=3C2=C1C=CC3)CC3=CC=C(C=C3)CN3CCN(CC3)C3=NC(=NC(=C3)C(F)(F)F)N3C=NC(=C3)C(F)(F)F)C3C(NC(CC3)=O)=O